N-((2-(2,6-dioxopiperidin-3-yl)-1-oxoisoindolin-5-yl)methyl)-2,2-difluoro-2-(2-(methylamino)phenyl)acetamide O=C1NC(CCC1N1C(C2=CC=C(C=C2C1)CNC(C(C1=C(C=CC=C1)NC)(F)F)=O)=O)=O